ClC=1C=C(C=C(C1)S(=O)(=O)C)NC(=O)C=1SC=C(C1)C1=NC=CC=C1OCC1=CN=CO1 N-(3-chloro-5-(methylsulfonyl)phenyl)-4-(3-(oxazol-5-ylmethoxy)pyridin-2-yl)thiophene-2-carboxamide